CC1=NC=CC=C1N1C=NC2=CC=C(C=C2C1=O)CN1CCC(CC1)C=1C=C2CN(C(C2=CC1)=O)C1C(NC(CC1)=O)=O 3-(5-(1-((3-(2-methylpyridin-3-yl)-4-oxo-3,4-dihydroquinazolin-6-yl)methyl)piperidin-4-yl)-1-oxoisoindolin-2-yl)piperidine-2,6-dione